5-bromo-2,4-dibutoxybenzaldehyde BrC=1C(=CC(=C(C=O)C1)OCCCC)OCCCC